PYRROLIDONE N1C(CCC1)=O